ClC1=C(C=CC=C1NC(=O)C=1N(C2=C(CN(CC2)C)N1)C)C1=C(C(=CC=C1)C1=CC(=C(C=C1)CNC[C@@H](C)O)OC)Cl (R)-N-(2,2'-dichloro-4''-(((2-hydroxypropyl)amino)methyl)-3''-methoxy-[1,1':3',1''-terphenyl]-3-yl)-1,5-dimethyl-4,5,6,7-tetrahydro-1H-imidazo[4,5-c]pyridine-2-carboxamide